3-(4-Chlorophenyl)1-[2-(4-fluorophenyl)ethyl]urea ClC1=CC=C(C=C1)NC(NCCC1=CC=C(C=C1)F)=O